tetra-ammonia sulfate S(=O)(=O)(O)O.N.N.N.N